isobutyltriisopropylsilyl fumarate C(\C=C\C(=O)[O-])(=O)O[Si](C(C)(C)CC(C)C)(C(C)C)C(C)C